[(Z)-(1-Cyano-2-ethoxy-2-oxoethylidene)amino]oxyl-N,N-dimethyl(morpholin-4-yl)methaniminium hexafluorophosphate F[P-](F)(F)(F)(F)F.C(#N)/C(/C(=O)OCC)=N/OC(=[N+](C)C)N1CCOCC1